3-Dodecylthiopropionate C(CCCCCCCCCCC)CCC(=S)[O-]